2-fluoro-4-(2-((R)-1-(2-(pyridin-2-yl)propan-2-yl)-3-((R or S)-2,2,2-trifluoro-1-hydroxyethyl)pyrrolidin-3-yl)ethyl)benzonitrile FC1=C(C#N)C=CC(=C1)CC[C@@]1(CN(CC1)C(C)(C)C1=NC=CC=C1)[C@H](C(F)(F)F)O |o1:25|